2,3-diamino-5-trifluoromethyl-pyridine NC1=NC=C(C=C1N)C(F)(F)F